(S)-3-((3-(2-(4-chlorophenyl)-2-hydroxyethyl)-1,2,4-oxadiazol-5-yl)methyl)-5-fluoro-1-methylpyrimidine-2,4(1H,3H)-dione ClC1=CC=C(C=C1)[C@H](CC1=NOC(=N1)CN1C(N(C=C(C1=O)F)C)=O)O